N-{4-[7-(Cyclopropylmethyl)-3-(4-fluorophenyl)-5-methyl-4-oxo-4,5,6,7-tetrahydro-1H-pyrrolo[3,2-c]pyridin-2-yl]pyridin-2-yl}-4,4-difluoro-2-(4-fluorophenyl)butanamid C1(CC1)CC1C2=C(C(N(C1)C)=O)C(=C(N2)C2=CC(=NC=C2)NC(C(CC(F)F)C2=CC=C(C=C2)F)=O)C2=CC=C(C=C2)F